OCC1=NC=C2N1[C@H](CN(C2)C(=O)OC(C)(C)C)C tert-butyl (S)-3-(1-hydroxymethyl)-5-methyl-5,6-dihydroimidazo[1,5-a]pyrazine-7(8H)-carboxylate